C1(CCCC1)C1=NC(=C(C2=C1C=NN2)C(=O)OC)C2=CC=C(C=C2)CNC(C2=C(C=CC=C2)OC)=O methyl 4-cyclopentyl-6-(4-((2-methoxybenzamido) methyl) phenyl)-1H-pyrazolo[4,3-c]pyridine-7-carboxylate